N-[(8-hydroxy-5-nitroquinolin-7-yl)(6-phenoxypyridin-3-yl)methyl]pentanamide methyl-3-(hydroxymethyl)tetrahydro-1H-pyrrolizine-7a(5H)-carboxylate COC(=O)C12CCCN2C(CC1)CO.OC=1C(=CC(=C2C=CC=NC12)[N+](=O)[O-])C(NC(CCCC)=O)C=1C=NC(=CC1)OC1=CC=CC=C1